C(C=C)C(C(=O)[O-])C(=O)[O-] allylmalonate